(Z)-4-(3,5-difluoro-4-(2-methoxyvinyl)phenyl)morpholine FC=1C=C(C=C(C1\C=C/OC)F)N1CCOCC1